sulfanylhexyl acetate C(C)(=O)OCCCCCCS